C(#N)C1=NC(=CC=C1N1CCN(CC1)CC1=CC(=NC=C1)NC(=O)NCC)C=1NC=CN1 1-(4-((4-(2-cyano-6-(1H-imidazol-2-yl)pyridin-3-yl)piperazin-1-yl)methyl)pyridin-2-yl)-3-ethylurea